NC(C(=O)O)C(C)(C)SCC1=CC=C(C=C1)OC 2-amino-3-((4-methoxybenzyl)thio)-3-methylbutyric acid